CC1C=C(CC=N1)OS(=O)C(F)(F)F 6-methyl-4-(((trifluoromethyl)sulfinyl)oxy)-3,6-dihydropyridine